mono-isopropoxyzirconium C(C)(C)O[Zr]